FC(C1=NN=C(S1)NC(=O)C1=NN2C(C(N(CC2)CC2=C(C=CC=C2)Cl)=O)=C1CC)F 5-(2-Chlorobenzyl)-3-ethyl-4-oxo-4,5,6,7-tetrahydropyrazolo[1,5-a]pyrazine-2-carboxylic acid (5-difluoromethyl-[1,3,4]thiadiazol-2-yl) amide